ClC=1C=CC(=NC1)[C@@]1(OC2=C(O1)C=CC=C2C2=CC[C@H](OC2)CC2=NC1=C(N2CC2=CN=CS2)C=C(C=C1)C(=O)O)C 2-(((S)-5-((S)-2-(5-chloropyridin-2-yl)-2-methylbenzo[d][1,3]dioxol-4-yl)-3,6-dihydro-2H-pyran-2-yl)methyl)-1-(thiazol-5-ylmethyl)-1H-benzo[d]imidazole-6-carboxylic acid